C(C=C)(=O)OCCN(C)C 2-(dimethyl amino)ethyl acrylate